ClC=1C=CC(=C(C1)C(CC(=O)O)C1=CC2=CC(=CC=C2C=C1)OCC(=O)NC1CCCCCC1)C 3-(5-chloro-2-methylphenyl)-3-(7-(2-(cycloheptylamino)-2-oxoethoxy)naphthalen-2-yl)propanoic acid